C(C)N1N=C(C(=C1)CNC(CC1N(C(CC1)=O)CC1=CC=C(C=C1)C)=O)C N-[(1-ethyl-3-methyl-1H-pyrazol-4-yl)methyl]-2-[1-[(4-methylphenyl)methyl]-5-oxopyrrolidin-2-yl]acetamide